4,4,4-trifluoro-3-(trifluoromethyl)butyric acid methyl ester COC(CC(C(F)(F)F)C(F)(F)F)=O